4-((6-chloroquinolin-2-yl)amino)-1H-1,2,3-triazole ClC=1C=C2C=CC(=NC2=CC1)NC=1N=NNC1